(E)-1-(3-isopropoxy-1-azetidinyl)-3-(2-(6-methoxy-3-pyridinyl)-4-morpholinyl-6-thieno[3,2-d]pyrimidinyl)-2-propen-1-one C(C)(C)OC1CN(C1)C(\C=C\C1=CC=2N=C(N=C(C2S1)N1CCOCC1)C=1C=NC(=CC1)OC)=O